3-(3-chloro-4-methoxy-phenyl)imidazole ClC=1C=C(C=CC1OC)N1C=NC=C1